OC[C@@H]1CN(CCO1)C1=CC=C(N=N1)C1=C(C(=CC=C1C)C)O 2-[6-[(2S)-2-(hydroxymethyl)morpholin-4-yl]pyridazin-3-yl]-3,6-dimethylphenol